N1=CC=C(C2=NC=CC=C12)NS(=O)(=O)C1=NC=CC=C1 N-(1,5-naphthyridin-4-yl)pyridine-2-sulfonamide